FC=1C=CC2=C(N(C(N2)=O)C)C1F 6,7-DIFLUORO-1-METHYL-1H-BENZO[D]IMIDAZOLE-2(3H)-ONE